5-(8-(2,2,2-trifluoroethoxy)imidazo[1,2-b]pyridazin-6-yl)pyrimidine-2,4(1H,3H)-dione FC(COC=1C=2N(N=C(C1)C=1C(NC(NC1)=O)=O)C=CN2)(F)F